O7-[2-(hydroxymethyl)-3-[7-oxo-7-(3-pentyloctoxy) heptanoyl] oxy-2-[[7-oxo-7-(3-pentyloctoxy)heptanoyl]-oxymethyl]propyl] O1-(3-pentyloctyl) heptanedioate C(CCCCCC(=O)OCC(COC(CCCCCC(OCCC(CCCCC)CCCCC)=O)=O)(COC(CCCCCC(OCCC(CCCCC)CCCCC)=O)=O)CO)(=O)OCCC(CCCCC)CCCCC